Cl.ClC=1C(=NC=CN1)C(C)NC 1-(3-Chloropyrazin-2-yl)-N-methylethan-1-amine hydrochloride